CC1=C(C(=O)OC)C=CC(=N1)C1=NN(C2=CC=CC=C12)C1OCCCC1 methyl 2-methyl-6-(1-(tetrahydro-2H-pyran-2-yl)-1H-indazol-3-yl)nicotinate